CC1(ON(ON1CC(=O)O)C1=CC(=C(C=C1)[N+](=O)[O-])C(F)(F)F)C 2-(5,5-dimethyl-3-(4-nitro-3-(trifluoromethyl)phenyl)-2,4-dioxaimidazolin-1-yl)acetic acid